3-((2-((1-hydroxy-1,3-dihydrobenzo[c][1,2]oxaborole-5-yl)amino)-5-methylpyrimidin-4-yl)amino)pentane-1,5-diol OB1OCC2=C1C=CC(=C2)NC2=NC=C(C(=N2)NC(CCO)CCO)C